C(C)OC(=O)C=1C=NN(C1C(F)(F)F)C1=C[N+](=CC2=C(C=CC=C12)F)[O-] 4-(4-(ethoxycarbonyl)-5-(trifluoromethyl)-1H-pyrazol-1-yl)-8-fluoroisoquinoline 2-oxide